SCC(S)CSCC(C)S 2-mercaptomethyl-6-mercapto-1,4-dithiaheptane